N-methyl-N-[4-methyl-2-(3-pyridinyl)thiazol-5-yl]-3-methylsulfonyl-propionamide CN(C(CCS(=O)(=O)C)=O)C1=C(N=C(S1)C=1C=NC=CC1)C